N-[4-[(6,7-dimethoxy-4-quinolyl)oxy]phenyl]-N'-(4-fluorophenyl)-1,1-Cyclopropanedicarboxamide COC=1C=C2C(=CC=NC2=CC1OC)OC1=CC=C(C=C1)NC(=O)C1(CC1)C(=O)NC1=CC=C(C=C1)F